C(COC)O 3-oxabutyl alcohol